Cl.FC=1C=C(OC2CC(C2)NCC2=C3C=CN=CC3=CC=C2F)C=CC1F (1r,3r)-3-(3,4-difluorophenoxy)-N-((6-fluoroisoquinolin-5-yl)methyl)cyclobutan-1-amine hydrochloride